1-(6-(((S)-1-(3-fluoropropyl)pyrrolidin-3-yl)Oxy)pyridin-3-yl)-3-methyl-2,3,4,9-tetrahydro-1H-pyrido[3,4-b]Indole FCCCN1C[C@H](CC1)OC1=CC=C(C=N1)C1NC(CC2=C1NC1=CC=CC=C21)C